NC1=C(C(=O)N(C)C)C=C(C=C1)C=1C=C2C(=NC1)NC(=C2C(F)(F)F)C 2-amino-N,N-dimethyl-5-(2-methyl-3-(trifluoromethyl)-1H-pyrrolo[2,3-b]pyridin-5-yl)benzamide